C(C)(=O)N[C@H](C(=O)N[C@H](C(=O)NC1=CC=C(COC(=O)N2N=C(NN=C2C)C2=CC=CC=C2)C=C1)CCCNC(=O)N)C(C)C 4-((S)-2-((S)-2-acetamido-3-methylbutanamido)-5-ureidopentanamido)benzyl-6-methyl-3-phenyl-1,2,4,5-tetrazine-1(4H)-carboxylate